6-((2,6-Dimethylpyrimidin-4-yl)amino)-N-ethoxy-4-((2-(N-methylcyclopropylsulfonamido)phenyl)amino)nicotinAmide CC1=NC(=CC(=N1)NC1=NC=C(C(=O)NOCC)C(=C1)NC1=C(C=CC=C1)N(S(=O)(=O)C1CC1)C)C